1,2-dichloronaphthalene ClC1=C(C=CC2=CC=CC=C12)Cl